5-[(2S,5R)-5-methyl-2-piperidyl]-1H-Indazole C[C@@H]1CC[C@H](NC1)C=1C=C2C=NNC2=CC1